1-(6-(6-chloro-7-(1,6-dimethyl-1H-indazol-7-yl)-2-(3-(dimethylamino)azetidin-1-yl)-8-fluoroquinazolin-4-yl)-2,6-diazaspiro[3.4]octan-2-yl)prop-2-en-1-one ClC=1C=C2C(=NC(=NC2=C(C1C=1C(=CC=C2C=NN(C12)C)C)F)N1CC(C1)N(C)C)N1CC2(CN(C2)C(C=C)=O)CC1